5-(N-(4-(((7-amino-2-(furan-2-yl)-[1,2,4]triazolo[1,5-a][1,3,5]triazin-5-yl)amino)methyl)phenyl)sulfamoyl)-3-chloro-2-hydroxybenzamide NC1=NC(=NC=2N1N=C(N2)C=2OC=CC2)NCC2=CC=C(C=C2)NS(=O)(=O)C=2C=C(C(=C(C(=O)N)C2)O)Cl